4-(1H-imidazol-1-yl)-N-(3-methyltetrahydrofuran-3-yl)picolinamide N1(C=NC=C1)C1=CC(=NC=C1)C(=O)NC1(COCC1)C